2-(2-(dimethylamino)ethyl)-6-phenyl-N4-(pyridin-3-ylmethyl)-1,3,5-triazine-2,4-diamine CN(CCC1(NC(=NC(=N1)NCC=1C=NC=CC1)C1=CC=CC=C1)N)C